palmitoleamide C(CCCCCCC\C=C/CCCCCC)(=O)N